1-allyl-6-chloro-8-nitro-3-(piperidin-4-ylmethyl)-3,4-dihydro-1H-benzo[c][1,2,6]thiadiazine 2,2-dioxide hydrochloride Cl.C(C=C)N1S(N(CC2=C1C(=CC(=C2)Cl)[N+](=O)[O-])CC2CCNCC2)(=O)=O